[Na+].C[NH+](CCCCCCCCCCCCCCCC)CCCCCCCCCCCCCCCC methyl-di(cetyl)ammonium sodium